BrC1=CC=C2C(=N1)C(=CN2)NC(OC(C)(C)C)=O Tert-butyl (5-bromo-1H-pyrrolo[3,2-b]pyridine-3-yl)carbamate